O=C(C(=O)OCC([C@H](C[C@H]1C(NCCC1)=O)NC([C@@H](NC(=O)C=1NC2=C(C=CC=C2C1)Cl)CC1CC1)=O)=O)C1=CC=CC=C1 (3S)-3-{[N-(7-chloro-1H-indole-2-carbonyl)-3-cyclopropyl-L-alanyl]amino}-2-oxo-4-[(3S)-2-oxopiperidin-3-yl]butyl oxo(phenyl)acetate